N1=NC(=CC=C2C1=C1C(C=C2)=NC=N1)CCC(=O)OC1=NC=CC=C1 PYRIDYL IMIDAZOBENZODIAZEPINEPROPIONATE